C(C)(C)(C)OC(NC1CCN(CC1)C1=CC=C(C=C1)OCCOC)=O (1-(4-(2-methoxyethoxy)phenyl)piperidin-4-yl)carbamic acid tert-butyl ester